CC1(C2=CC=CC=C2C=2C=CC(=CC12)N(C1=CC=C(C=C1)C1=CC=CC2=CC=CC=C12)C1=CC=C(C=C1)C1=CC=CC2=CC=CC=C12)C 9,9-dimethyl-N,N-bis(4-(naphthalen-1-yl)phenyl)-9H-fluoren-2-amine